tert-butyl (2-(pyridin-2-yldisulfanyl)ethyl)carbamate N1=C(C=CC=C1)SSCCNC(OC(C)(C)C)=O